ethyldiaminobenzophenone C(C)C1=C(C(=C(C(=O)C2=CC=CC=C2)C=C1)N)N